C(C)C=1C(=CC=C2C=C(C=C(C12)C1=C(C=2N=C(N=C(C2C=N1)N1CC(CCCC1)C#N)OC[C@]12CCCN2C[C@@H](C1)F)F)O)F 1-(7-(8-ethyl-7-fluoro-3-hydroxynaphthalen-1-yl)-8-fluoro-2-(((2R,7aS)-2-fluorohexahydro-1H-pyrrolizin-7a-yl)methoxy)pyrido[4,3-d]pyrimidin-4-yl)azepane-3-carbonitrile